racemic-6,15-bis(trifluoromethyl)-13,19-dioxa-3,4,18-triazatricyclo[12.3.1.12,5]nonadeca-1(17),2,4,14(18),15-pentaen-6-ol FC([C@@]1(C2=NN=C(C3=CC=C(C(OCCCCCC1)=N3)C(F)(F)F)O2)O)(F)F |r|